(2-aminoethyl)-1-(2-methoxyethyl)pyridin-2(1H)-one NCCC=1C(N(C=CC1)CCOC)=O